6-(4-chloro-1-(4-(2-ethoxypyrimidin-6-yl)benzyl)-1H-indazole-7-carboxamido)spiro[3.3]heptane-2-carboxylic acid ClC1=C2C=NN(C2=C(C=C1)C(=O)NC1CC2(CC(C2)C(=O)O)C1)CC1=CC=C(C=C1)C1=CC=NC(=N1)OCC